C1(=CC=CC=C1)C=1OC(CN1)(C=1C=NC=CC1)C phenyl-5-methyl-5-pyridine-3-yl-oxazoline